tert-butyl (2s,6r)-4-(6-(6-ethoxy-2-methyl-2H-indazole-5-carboxamido) pyridazin-3-yl)-2,6-dimethylpiperazine-1-carboxylate C(C)OC=1C(=CC2=CN(N=C2C1)C)C(=O)NC1=CC=C(N=N1)N1C[C@@H](N([C@@H](C1)C)C(=O)OC(C)(C)C)C